4H-pyrazino[1,2-a]pyrimidin-4-one N1=C2N(C(C=C1)=O)C=CN=C2